C[C@@H]1NC2=CC=C3C(=C2CC1)N=C(N3[C@@H]3CC[C@@H](CC3)C(N)=O)CCC3=CC=CC=C3 (7S)-7-Methyl-2-(2-phenylethyl)-3-[(cis)-4-carbamoylcyclohexyl]-3H,6H,7H,8H,9H-imidazo[4,5-f]chinolin